3-(hydroxyiminomethyl)-8-methoxy-2-(trifluoromethyl)-4H-pyrido[1,2-a]pyrimidin-4-one ON=CC1=C(N=C2N(C1=O)C=CC(=C2)OC)C(F)(F)F